C(C)N1CCN(CC1)C1=C(C=C2C(=NN=C(C2=C1)N[C@H](C)C=1C(=C(C#N)C=CC1)C)C)F (R)-3-(1-((7-(4-ethylpiperazin-1-yl)-6-fluoro-4-methylphthalazin-1-yl)amino)ethyl)-2-methylbenzonitrile